tert-butyl N-tert-butoxycarbonyl-N-[2-(oxiran-2-yl)pyrimidin-5-yl]carbamate C(C)(C)(C)OC(=O)N(C(OC(C)(C)C)=O)C=1C=NC(=NC1)C1OC1